C(C)N(CC)CC.C(CC(=O)C)(=O)S(=O)(=O)O acetoacetylsulfonate triethylamine salt